OC=1C(=CC(=C2C=CC=NC12)[N+](=O)[O-])C(C=CC=1C=NC=CC1)NC(CCCC)=O N-[1-(8-hydroxy-5-nitroquinolin-7-yl)-3-(pyridin-3-yl)allyl]pentanamide